3-(5-fluoro-pyridin-2-yl)-N-(3-isopropyl-pyridin-2-yl)-1,2,4-thiadiazol-5-amine FC=1C=CC(=NC1)C1=NSC(=N1)NC1=NC=CC=C1C(C)C